C(C)(C)(C)C1=C(C(=CC(=C1)C(C)(C)C)C(C)(C)C)O 2,4,6-tris(t-butyl)phenol